CC(C(=O)OC(C)C(CCC(C(C)C)O)C)C 3,7-dimethyl-2,6-octandiol 2-methylpropionate